5-cyclopropyl-3-(2,6-dichloro-4-fluorophenyl)isoxazole-4-carboxylic acid ethyl ester C(C)OC(=O)C=1C(=NOC1C1CC1)C1=C(C=C(C=C1Cl)F)Cl